C(C1=CC=CC=C1)N1CC2C(C(C1)C2)(O)C=2C=NC=CC2 3-benzyl-6-(pyridin-3-yl)-3-azabicyclo[3.1.1]heptan-6-ol